1-(6-Chloro-5-cyano-pyridin-3-yl)-cyclobutanecarboxylic Acid (5-chloro-pyridin-2-yl)-amide ClC=1C=CC(=NC1)NC(=O)C1(CCC1)C=1C=NC(=C(C1)C#N)Cl